C(=O)O.CNCC=CC=O 4-(methylamino)but-2-en-1-one formate